ClC1=CNC=2N=C(N=C(C21)NC2=C(C=CC=C2)P(C)(C)=O)NC=2C(=CC1=C(OC[C@@H]3N1CCN(C3)C(C)C)C2)OC (R)-(2-((5-chloro-2-((3-isopropyl-9-methoxy-1,2,3,4,4a,5-hexahydrobenzo[b]pyrazino[1,2-d][1,4]oxazin-8-yl)amino)-7H-pyrrolo[2,3-d]pyrimidin-4-yl)amino)phenyl)dimethylphosphine oxide